3-bromo-5-{[5-(3,4-difluorophenyl)pyridin-3-yl]oxy}benzonitrile BrC=1C=C(C#N)C=C(C1)OC=1C=NC=C(C1)C1=CC(=C(C=C1)F)F